6-[4-[Acetyl-(cyclopropylmethyl)amino]-3-chloro-phenyl]-N-(3-pyridinyl)pyridine-3-carboxamide C(C)(=O)N(C1=C(C=C(C=C1)C1=CC=C(C=N1)C(=O)NC=1C=NC=CC1)Cl)CC1CC1